NCC1(CCN(CC1)C1=C(C(=CC=C1)OC1=CC(=CC=C1)F)F)O 4-(aminomethyl)-1-[2-fluoro-3-(3-fluorophenoxy)phenyl]piperidin-4-ol